C(C)(=O)N1CCC(CC1)NC(=O)NC12CC3CC(CC(C1)C3)C2 1-(1-acetylpiperidin-4-yl)-3-adamantanylurea